6-((4,6-Dimethyl-2-oxo-1,2-dihydropyridin-3-yl)methyl)-2-(4-(dimethylamino)bicyclo[2.2.2]oct-1-yl)-2,4-dimethyl-9-vinyl-7,8-dihydro-[1,3]dioxolo[4,5-g]isoquinolin-5(6H)-one CC1=C(C(NC(=C1)C)=O)CN1C(C=2C(=C3C(=C(C2CC1)C=C)OC(O3)(C)C31CCC(CC3)(CC1)N(C)C)C)=O